C(C1=CC=CC=C1)OCCCCCC#C[Si](CCCCCCCCCCCCCCCCC)(C)C (7-(benzyloxy)hept-1-yn-1-yl)dimethyl-(heptadecyl)silane